O=C1NC(CCC1N1CC2=CC=C(C=C2C1=O)NS(=O)(=O)C1=C(C=CC=C1)C(F)(F)F)=O N-(2-(2,6-dioxopiperidin-3-yl)-3-oxoisoindolin-5-yl)-2-(trifluoromethyl)benzenesulfonamide